propylenedisulfonate C(C(C)S(=O)(=O)[O-])S(=O)(=O)[O-]